3-amino-2-methylpropyl(dodecanoxydimethylsilane) NCC(C[Si](C)(C)OCCCCCCCCCCCC)C